N-(2,6-dioxopiperidin-3-yl)-5-(4-((1-(2-fluoro-4-((3R,4S)-7-hydroxy-3-phenylchroman-4-yl)phenyl)piperidin-4-yl)methyl)piperazin-1-yl)picolinamide O=C1NC(CCC1NC(C1=NC=C(C=C1)N1CCN(CC1)CC1CCN(CC1)C1=C(C=C(C=C1)[C@@H]1[C@@H](COC2=CC(=CC=C12)O)C1=CC=CC=C1)F)=O)=O